2-((4-(1-(cyclopropylmethyl)-5-fluoro-6-(1H-tetrazol-5-yl)-1H-indol-2-yl)phenyl)amino)-2-oxoacetic acid C1(CC1)CN1C(=CC2=CC(=C(C=C12)C1=NN=NN1)F)C1=CC=C(C=C1)NC(C(=O)O)=O